BrC=1C(=NC(=NC1)NC1=C(C=C(C(=C1)C)N1CCC(CC1)N1CCN(CC1)C)OC)NC=1C(=CC2=CC=CC=C2C1)C(C)(C)O 2-(3-((5-Bromo-2-((2-methoxy-5-methyl-4-(4-(4-methylpiperazin-1-yl)piperidin-1-yl)Phenyl)amino)pyrimidin-4-yl)amino)naphthalen-2-yl)propan-2-ol